COC1=C(C(=O)NC2=CC=CC=C2)C=CC(=C1)NC1=NC=C(C(=N1)NC=1C=CC2=C(NC(O2)=O)C1)C methoxy-4-(5-methyl-4-(2-oxo-2,3-dihydrobenzo[d]oxazol-5-ylamino)pyrimidin-2-ylamino)-N-phenylbenzamide